4-(3-isopropyl-6-oxo-2-(trifluoromethyl)-3,6-dihydrochromeno[7,8-d]imidazol-8-yl)benzonitrile C(C)(C)N1C(=NC2=C1C=CC=1C(C=C(OC12)C1=CC=C(C#N)C=C1)=O)C(F)(F)F